3-(2-chlorobenzoyl)-4-trifluoromethanesulfonyl-5-(2-chlorophenyl)isoxazole ClC1=C(C(=O)C2=NOC(=C2S(=O)(=O)C(F)(F)F)C2=C(C=CC=C2)Cl)C=CC=C1